FC1=C(N=CC2=C1N=C(N=C2N2C[C@H](CCC2)NC(OC(C)(C)C)=O)OC[C@]21CCCN1C[C@@H](C2)F)C2=CC(=CC1=CC=CC=C21)O tert-butyl ((S)-1-(8-fluoro-2-(((2R,7aS)-2-fluorohexahydro-1H-pyrrolizin-7a-yl)methoxy)-7-(3-hydroxynaphthalen-1-yl)pyrido[4,3-d]pyrimidin-4-yl)piperidin-3-yl)carbamate